N-methyl-2-[[5-[2-methyl-5-[[(1S,5R,7s)-9-methyl-3-oxa-9-azabicyclo[3.3.1]nonan-7-yl]oxy]-4-pyridyl]pyrazolo[1,5-a]pyridin-2-yl]amino]pyridine-4-carboxamide CNC(=O)C1=CC(=NC=C1)NC1=NN2C(C=C(C=C2)C2=CC(=NC=C2OC2C[C@@H]3COC[C@H](C2)N3C)C)=C1